lithium (2R,3R)-3-cyclopropyl-1-[(R)-2-methylpropane-2-sulfinyl]aziridine-2-carboxylate C1(CC1)[C@@H]1[C@@H](N1[S@](=O)C(C)(C)C)C(=O)[O-].[Li+]